OC1(CCC(CC1)O)C 1,4-bishydroxy-methyl-cyclohexane